FC(C(=O)O)(F)F.N1(CCNCC1)C(C#CC=1C=NN(C1)C1=CC=C(C=C1)C(F)(F)F)=O 1-(piperazin-1-yl)-3-{1-[4-(trifluoromethyl)phenyl]-1H-pyrazol-4-yl}prop-2-yn-1-one monotrifluoroacetate